(3Z)-6-(decyloxymethoxy)-3-hexenyllithium C(CCCCCCCCC)OCOCC\C=C/CC[Li]